N[C@H]1[C@H](CCCC1)OC=1C=C2CN(C(C2=CC1)=O)N1C(CCCC1=O)=O (5-(((1S,2R)-2-aminocyclohexyl)oxy)-1-oxoisoindolin-2-yl)piperidine-2,6-dione